N-[(1S,9S)-4-methoxy-17-methyl-17-azatetracyclo[7.5.3.01,10.02,7]heptadeca-2(7),3,5-trien-5-yl]-1-methyl-1H-imidazole-5-carboxamide dihydrochloride salt Cl.Cl.COC1=CC=2[C@@]34C([C@H](CC2C=C1NC(=O)C1=CN=CN1C)N(CC4)C)CCCC3